1-BENZENESULFONYL-1H-INDOLE-7-BORONIC ACID C1(=CC=CC=C1)S(=O)(=O)N1C=CC2=CC=CC(=C12)B(O)O